3-methyl-5-(trifluoromethyl)isoxazole-4-carboxamide CC1=NOC(=C1C(=O)N)C(F)(F)F